(2R,3S,4S)-4-hydroxy-2-[(4-methoxyphenyl)methyl]pyrrolidin-3-yl 4-[3-(trifluoromethyl)diazirin-3-yl]benzoate FC(C1(N=N1)C1=CC=C(C(=O)O[C@H]2[C@H](NC[C@@H]2O)CC2=CC=C(C=C2)OC)C=C1)(F)F